COC1=CC=C2C(=CC=NC2=C1)N1N=CC(=C1)CCSC 7-methoxy-4-[4-(2-methylsulfanylethyl)pyrazol-1-yl]quinoline